6-(1-(1-(1-acryloylazetidine-3-carbonyl)piperidin-4-yl)-1H-pyrazol-4-yl)-4-isopropoxypyrazolo[1,5-a]pyridine-3-carbonitrile C(C=C)(=O)N1CC(C1)C(=O)N1CCC(CC1)N1N=CC(=C1)C=1C=C(C=2N(C1)N=CC2C#N)OC(C)C